(3-((dimethylamino)methyl)phenyl)benzamide CN(C)CC=1C=C(C=CC1)C1=C(C(=O)N)C=CC=C1